BrC=1C(=CC2=C(O[C@H](CC3=C2SC=C3)C)C1)C(=O)OC methyl (S)-8-bromo-5-methyl-4,5-dihydrobenzo[b]thieno[2,3-d]oxepine-9-carboxylate